C1(CCCC1)NC1=CC=C(C=C1)C1C(CC2C(N1C(C1=C(C=CC=C1C)F)=O)CCC2)C(=O)NC2=CC(=C(C=C2)C)P(=O)(C)C cis-2-(4-(cyclopentylamino)phenyl)-N-(3-(dimethylphosphoryl)-4-methylphenyl)-1-(2-fluoro-6-methylbenzoyl)octahydro-1H-cyclopenta[b]pyridine-3-carboxamide